BrC1=CC=C2C(NC(NC2=C1F)=O)=O 7-bromo-8-fluoro-1,3-dihydroquinazoline-2,4-dione